2-allyl-1-(6-(2-hydroxypropan-2-yl)pyridin-2-yl)-6-((3,4,6,10B-tetrahydro-1H-[1,4]oxazino[3,4-A]isoindol-8-yl)amino)-1,2-dihydro-3H-pyrazolo[3,4-d]pyrimidin-3-one C(C=C)N1N(C2=NC(=NC=C2C1=O)NC=1C=C2CN3C(C2=CC1)COCC3)C3=NC(=CC=C3)C(C)(C)O